S1C=NC2=C1C=CC(=C2)[C@@H]2NC[C@H](N(C2)C(C)=O)C |r| 1-[rac-(2R,5S)-5-(1,3-benzothiazol-5-yl)-2-methyl-piperazin-1-yl]ethanone